OC1=CC=C(C=C1)C1COC2=C(C(=CC=C2C1C1=CC(=C(C(=C1)C)OC)C)O)C 1-cis-3-(4-hydroxyphenyl)-4-(4-methoxy-3,5-dimethylphenyl)-8-methylchroman-7-ol